C(C)C1=NN(C(C=C1C1=CC(=CC=C1)F)=O)CC(=O)[O-] 3-ethyl-4-(3-fluorophenyl)-6-oxopyridazin-1(6H)-ylacetate